8-(6-((2-(4,4-difluoropiperidin-1-yl)ethoxy)methyl)pyridin-3-yl)-1-isopropyl-3-methyl-1H-imidazo[4,5-c]cinnolin-2(3H)-one FC1(CCN(CC1)CCOCC1=CC=C(C=N1)C1=CC=2C3=C(N=NC2C=C1)N(C(N3C(C)C)=O)C)F